C1(C=CC(N1CCOCCOCCOCCN1C(C=CC1=O)=O)=O)=O 1,11-bismaleimido-3,6,9-trioxaundecane